CC1=CC=C(C(=O)OCCC=C)C=C1 3-Butenyl p-methylbenzoate